[(5Z,8Z,11Z)-3-[18F]Fluorotetradec-5,8,11-trien-1-yl]Sulfanyl-propionic acid [18F]C(CCSC(C(=O)O)C)C\C=C/C\C=C/C\C=C/CC